N-(1-(2,4-bis(trifluoromethyl)benzyl)-1H-pyrazol-4-yl)-5-(6-methylpyridin-2-yl)isoxazole-3-carboxamide FC(C1=C(CN2N=CC(=C2)NC(=O)C2=NOC(=C2)C2=NC(=CC=C2)C)C=CC(=C1)C(F)(F)F)(F)F